1-methyldimethoxysilyl-2-bis(methyldimethoxysilylpropylamino)methylsilylethylene C[Si](C=C[SiH2]C(NCCC[Si](C)(OC)OC)NCCC[Si](OC)(OC)C)(OC)OC